3-(4-(difluoromethoxy)-3-fluoro-2-methoxyphenyl)-4,5-dimethyl-5-(trifluoromethyl)-4,5-dihydrofuran-2-carboxylic acid ethyl ester C(C)OC(=O)C=1OC(C(C1C1=C(C(=C(C=C1)OC(F)F)F)OC)C)(C(F)(F)F)C